C(#N)C=1C=CC2=CN(N=C2C1O[C@@H]1C[C@@H](C1)N1CCOCC1)C(C1=C2C=CN(C2=C(C=C1OC)C)C(=O)OC(C)(C)C)C1C(C1)C(=O)OCC tert-butyl 4-((6-cyano-7-(cis-3-morpholinocyclobutoxy)-2H-indazol-2-yl)(2-(ethoxycarbonyl)-cyclopropyl)methyl)-5-methoxy-7-methyl-1H-indole-1-carboxylate